C(C)C=1C(=C(C=CC1OC=1C2=C(N=CN1)NC=C2)N2C(N(CC2=O)C2=CC(=CC=C2)C(F)(F)F)=O)C 3-[3-ethyl-2-methyl-4-(7H-pyrrolo[2,3-d]pyrimidin-4-yloxy)phenyl]-1-[3-(trifluoromethyl)phenyl]-2,4-imidazolidinedione